carbamic acid acetyl ester C(C)(=O)OC(N)=O